β-phenylethyl benzoate C(C1=CC=CC=C1)(=O)OCCC1=CC=CC=C1